2-(3,4-dimethoxyphenyl)-3-methyl-quinazoline COC=1C=C(C=CC1OC)C1N=C2C=CC=CC2=CN1C